4-(8-(1-propenylpyrrolidin-3-yl)quinazolin-6-yl)-N-(pyridin-2-yl)benzamide C(=CC)N1CC(CC1)C=1C=C(C=C2C=NC=NC12)C1=CC=C(C(=O)NC2=NC=CC=C2)C=C1